C[NH+]1[C@@H](CCC1)C=1C=NC(=CC1)C (2S)-1-methyl-2-(6-methylpyridin-3-yl)pyrrolidin-1-ium